C12(CC3CC(CC(C1)C3)C2)CNC(COC2=CC=C(C(=O)C3=C(N=C(S3)N(C3=CC=C(C=C3)F)C(C(=O)N)C)N)C=C2)=O 2-(N-[5-[4-[2-(1-adamantylmethylamino)-2-oxo-ethoxy]benzoyl]-4-amino-thiazol-2-yl]-4-fluoro-anilino)propanamide